CC1=NN(C(=C1)C)C=1C=CC(N(N1)C1CCN(CC1)C(=O)C1=NC=CC2=CC=CC=C12)=O 6-(3,5-dimethylpyrazol-1-yl)-2-[1-(isoquinoline-1-carbonyl)piperidin-4-yl]pyridazin-3-one